C(#N)[C@H]1N(CSC1)C(CNC(=O)C1=CC=NC2=CC=C(C=C12)N1CCC(CC1)(O)CC)=O (R)-N-(2-(4-Cyanothiazolidin-3-yl)-2-oxoethyl)-6-(4-ethyl-4-hydroxy-piperidin-1-yl)quinoline-4-carboxamide